3-((8-fluoro-2-(4-(trifluoromethyl)phenyl)-2,3-dihydrobenzo[b][1,4]dioxin-6-yl)methyl)-5-(1-methyl-1H-pyrazol-4-yl)pyridine FC1=CC(=CC2=C1OC(CO2)C2=CC=C(C=C2)C(F)(F)F)CC=2C=NC=C(C2)C=2C=NN(C2)C